2-amino-7-(4-(trifluoromethyl)benzyl)-7,9-dihydro-1H-purine-6,8-dione NC=1NC(C=2N(C(NC2N1)=O)CC1=CC=C(C=C1)C(F)(F)F)=O